N-((5-(2,4-difluorophenyl)-1-tosyl-1H-pyrrol-3-yl)methyl)methan-d3-amine FC1=C(C=CC(=C1)F)C1=CC(=CN1S(=O)(=O)C1=CC=C(C)C=C1)CNC([2H])([2H])[2H]